3-Bromo-5-nitro-4-pyridinamine BrC=1C=NC=C(C1N)[N+](=O)[O-]